4-amino-N-(4,4-difluoro-1'-methyl-2'-oxospiro[cyclohexane-1,3'-indoline]-5'-yl)-2-(6-azaspiro[2.5]octan-6-yl)benzamide NC1=CC(=C(C(=O)NC=2C=C3C4(C(N(C3=CC2)C)=O)CCC(CC4)(F)F)C=C1)N1CCC4(CC4)CC1